2-{4-(1,10-phenanthroline-2-yl)phenyl}-1,3,2-dioxaborolane N1=C(C=CC2=CC=C3C=CC=NC3=C12)C1=CC=C(C=C1)B1OCCO1